(9,9-dimethyl-9H-thioxanthen-3-yl)boronic acid CC1(C2=CC=CC=C2SC=2C=C(C=CC12)B(O)O)C